C(=O)C=1C(=NC(=CC1)N1C=NC2=C1C=CC(=C2)NC=2N=NC(=CC2)C)N2CC(CC2C)C#N 1-[3-formyl-6-[5-[(6-methylpyridazin-3-yl)amino]benzimidazol-1-yl]-2-pyridyl]-5-methyl-pyrrolidine-3-carbonitrile